N'-{(5R)-8-Chloro-1-[trans-4-(pyridin-2-yloxy)cyclohexyl]-5,6-dihydro-4H-[1,2,4]triazolo[4,3-a][1]benzazepin-5-yl}-N,N-dimethylethan-1,2-diamin ClC=1C=CC2=C(C[C@H](CC=3N2C(=NN3)[C@@H]3CC[C@H](CC3)OC3=NC=CC=C3)NCCN(C)C)C1